FC([C@H]1CCC2=CC=3CCCC3C(=C12)NC(=O)N=[S@@](=O)(N)C=1C=NN2C1OCCC2)F (S)-N'-(((S)-3-(difluoromethyl)-1,2,3,5,6,7-hexahydro-s-indacen-4-yl)carbamoyl)-6,7-dihydro-5H-pyrazolo[5,1-b][1,3]oxazine-3-sulfonimidamide